CN1C(=NC2=C1C=CC=C2)C=2C(OC1=CC=CC=C1C2)=O 1-methylbenzimidazolylcoumarin